tert-butyl 4-[7-benzyloxy-5-(2,8-dimethylimidazo[1,2-b]pyridazin-6-yl)pyrazolo[4,3-d]pyrimidin-2-yl]piperidine-1-carboxylate C(C1=CC=CC=C1)OC=1C=2C(N=C(N1)C=1C=C(C=3N(N1)C=C(N3)C)C)=CN(N2)C2CCN(CC2)C(=O)OC(C)(C)C